COC=1C=C2C(=NN(C2=CC1)COCC[Si](C)(C)C)CCN 2-(5-methoxy-1-((2-(trimethylsilyl)ethoxy)methyl)-1H-indazol-3-yl)ethan-1-amine